[Li].[Ni].[Ti] Titanium-Nickel-Lithium